4-Hydroxy-4-[[1-(4-hydroxyphenyl)-4-oxo-1H,4H,5H-pyrazolo[3,4-d]pyrimidin-5-yl]methyl]-N,N-dimethylpiperidine-1-carboxamide OC1(CCN(CC1)C(=O)N(C)C)CN1C=NC2=C(C1=O)C=NN2C2=CC=C(C=C2)O